[(2R,3S,11bR)-9,10-dimethoxy-3-(2-methylpropyl)-1H,2H,3H,4H,6H,7H,11bH-pyrido[2,1-a]isoquinolin-2-yl]methyl morpholine-2-carboxylate N1CC(OCC1)C(=O)OC[C@@H]1C[C@H]2N(CCC3=CC(=C(C=C23)OC)OC)C[C@H]1CC(C)C